4-(4-Bromo-2,6-difluorophenyl)-1,2,3,6-tetrahydropyridine BrC1=CC(=C(C(=C1)F)C=1CCNCC1)F